[Si](C)(C)(C(C)(C)C)O[C@@H](C(=O)OC(C)(C)C)COC1=CC=C(C=C1)C1NC(NC1)=S tert-butyl (2R)-2-((tert-butyldimethylsilyl)oxy)-3-(4-(2-thioxoimidazolidin-4-yl)phenoxy)propanoate